C(OCO)COCO (Ethylenedioxy)-dimethanol